ClC=1C(=CC(=C(C1)C1=C(C=C2C(NC(N3C2=C1SCC1(C3)CN(C1)C(=O)OCC1=CC=CC=C1)=O)=O)C(F)(F)F)F)F benzyl 11'-(5-chloro-2,4-difluorophenyl)-6',8'-dioxo-10'-(trifluoromethyl)-7',8'-dihydro-2'H,4'H,6'H-spiro[azetidine-3,3'-[1,4]thiazepino[2,3,4-ij]quinazoline]-1-carboxylate